2-[[(1R)-1-[2-(2-fluorophenyl)-3,6-dimethyl-4-oxo-chromen-8-yl]ethyl]amino]benzonitrile FC1=C(C=CC=C1)C=1OC2=C(C=C(C=C2C(C1C)=O)C)[C@@H](C)NC1=C(C#N)C=CC=C1